ICCC1CO1 4-iodo-1,2-butylene oxide